(2-fluoro-phenyl)-5-methyl-N-(benzo[d]thiazol-4-yl)-piperidine-4-carboxamide FC1=C(C=CC=C1)N1CCC(C(C1)C)C(=O)NC1=CC=CC2=C1N=CS2